ClC=1C(=C(C#N)C=C(C1)N1C2=C(OCC1)C=C(C=C2)OC)OCCCl 3-chloro-2-(2-chloroethoxy)-5-(7-methoxy-2H-benzo[b][1,4]oxazin-4(3H)-yl)benzonitrile